methyl cis-2-((6-fluorobiphenyl-3-yl)methyl)-3-((methylsulfonyl)amino)piperidine-1-carboxylate FC1=CC=C(C=C1C1=CC=CC=C1)C[C@@H]1N(CCC[C@@H]1NS(=O)(=O)C)C(=O)OC